C1(CCC1)CN1C=C(C(C(=C1)C(=O)N)=C=O)C1=NC=C(C=C1)F 1'-(cyclobutylmethyl)-5-fluoro-4'-carbonyl-1',4'-dihydro-[2,3'-bipyridine]-5'-carboxamide